N-(2-((R)-4-Cyanothiazolidin-3-yl)-2-oxoethyl)-6-(((RS)-tetrahydrofuran-3-yl)-methyl)quinoline-4-carboxamide C(#N)[C@H]1N(CSC1)C(CNC(=O)C1=CC=NC2=CC=C(C=C12)C[C@H]1COCC1)=O |&1:23|